COC1=CC=CC2=C1N=C(S2)C(=O)O 4-methoxybenzo[d]thiazole-2-carboxylic acid